6-(4-hydroxy-3-methyl-5-tert-butylphenylamino)-2,4-dioctylthio-1,3,5-triazine OC1=C(C=C(C=C1C(C)(C)C)NC1=NC(=NC(=N1)SCCCCCCCC)SCCCCCCCC)C